[N+](=[N-])=CC(CC[C@@H](C(=O)OC(C)C)NC([C@H](C(C)(C)C)OC(C)C)=O)=O isopropyl (S)-6-diazo-2-((S)-2-isopropoxy-3,3-dimethylbutanamido)-5-oxohexanoate